4-chloro-α,α,α-trifluorotoluene ClC1=CC=C(C(F)(F)F)C=C1